FC12CC(C1)(C2)NC(C(=O)N[C@H](C(=O)N[C@@H](C[C@H]2C(NCC2)=O)C(CO)=O)CC(C)(C)C)=O N1-(3-fluorobicyclo[1.1.1]pentan-1-yl)-N2-((S)-1-(((S)-4-hydroxy-3-oxo-1-((S)-2-oxopyrrolidin-3-yl)butan-2-yl)amino)-4,4-dimethyl-1-oxopentan-2-yl)oxalamide